(S)-3-(5-(4-((1-(4-((3S,4R)-7-hydroxy-3-isobutylisochroman-4-yl)phenyl)piperidin-4-yl)methyl)piperazin-1-yl)-1-oxoisoindolin-2-yl)piperidine-2,6-dione OC1=CC=C2[C@H]([C@@H](OCC2=C1)CC(C)C)C1=CC=C(C=C1)N1CCC(CC1)CN1CCN(CC1)C=1C=C2CN(C(C2=CC1)=O)[C@@H]1C(NC(CC1)=O)=O